COC1=C(C=C(C=C1)C)O methoxy-5-methylphenol